ClC=1C=C(C=C(C1F)Cl)C1(CC(=NO1)N1CC=2C=NC(=CC2C1)C(=O)N1CCCCC1)C(F)(F)F (2-(5-(3,5-dichloro-4-fluorophenyl)-5-(trifluoromethyl)-4,5-dihydroisoxazol-3-yl)-2,3-dihydro-1H-pyrrolo[3,4-c]pyridin-6-yl)(piperidin-1-yl)methanone